O1C(OCC1)C=O 1,3-Dioxolane-2-carbaldehyde